ClC1=CC(=C(C=C1)COC1=CC=CC(=N1)C1=CC(=C(C=C1)CC(=O)O)F)F 2-[4-[6-[(4-chloro-2-fluoro-phenyl)methoxy]-2-pyridyl]-2-fluorophenyl]acetic acid